N-(1'-(6-((1r,3r)-3-fluorocyclobutoxy)-4-methylpyridin-2-yl)-1',2'-dihydrospiro[cyclopropane-1,3'-pyrrolo[3,2-c]pyridin]-6'-yl)acetamide FC1CC(C1)OC1=CC(=CC(=N1)N1CC2(C=3C=NC(=CC31)NC(C)=O)CC2)C